(3R,6S)-3-Azido-6-((S)-1-(Benzyl((Benzyloxy) Carbonyl)Amino)Ethyl)Tetrahydro-2H-Pyran-2-Yl (E)-2,2,2-Trifluoro-N-Phenylacetimidate FC(/C(/OC1O[C@@H](CC[C@H]1N=[N+]=[N-])[C@H](C)N(C(=O)OCC1=CC=CC=C1)CC1=CC=CC=C1)=N\C1=CC=CC=C1)(F)F